4-morpholino-N-(5-phenyl-1H-pyrazol-3-yl)-6-(4-pyridyl)furo[3,2-d]pyrimidin-2-amine hydrogen chloride Cl.O1CCN(CC1)C=1C2=C(N=C(N1)NC1=NNC(=C1)C1=CC=CC=C1)C=C(O2)C2=CC=NC=C2